C(C)N1C2=CC(=CC=C2C=2C=C(C=CC12)CNC)C=1SC=CC1 {[9-ethyl-7-(thiophen-2-yl)-9H-carbazol-3-yl]methyl}(methyl)amine